2-((3R,4S)-3-hydroxy-4-methoxypiperidin-1-yl)pyrimidin O[C@@H]1CN(CC[C@@H]1OC)C1=NC=CC=N1